5-Ethoxy-4-methoxy-2-nitrobenzoic acid C(C)OC=1C(=CC(=C(C(=O)O)C1)[N+](=O)[O-])OC